NC1(C(=CC=C(C1)N)C1=CC=C(N)C=C1)N 2,2-Diaminobenzidine